(R)-3-(3,4-difluorophenyl)-1-methyl-1-(5-oxo-3,4,5,6,7,8,9,10-octahydro-1H-pyrano[4,3-c]quinolin-10-yl)urea FC=1C=C(C=CC1F)NC(N([C@H]1C=2C3=C(C(NC2CCC1)=O)CCOC3)C)=O